5-(bromo(phenyl)methyl)-3-methylene-dihydrofuran-2(3H)-one BrC(C1CC(C(O1)=O)=C)C1=CC=CC=C1